FC(OC1CCC(CC1)N)F (1r,4r)-4-(difluoromethoxy)cyclohexylamine